2-(3-(p-hydroxyphenyl)-propionamido)-benzoic acid lysine salt N[C@@H](CCCCN)C(=O)O.OC1=CC=C(C=C1)CCC(=O)NC1=C(C(=O)O)C=CC=C1